(+)-p-menth-1-ene-9-ol C1(=CCC(CC1)C(CO)C)C